Tert-butyl (S)-(4-(2,2,2-trifluoro-1-hydroxyethyl)benzyl)carbamate FC([C@@H](O)C1=CC=C(CNC(OC(C)(C)C)=O)C=C1)(F)F